O=C1C[C@@H](CN1)OC(=O)N1[C@@H](CN(CC1)C1=NC=2N(C=C1)N=CC2C=2C(=NC=CC2)OC2CC2)C(N)=O (S)-5-Oxopyrrolidin-3-yl-(S)-2-carbamoyl-4-(3-(2-cyclopropoxypyridin-3-yl)pyrazolo[1,5-a]pyrimidin-5-yl)piperazine-1-carboxylate